5-bromo-4-chloro-2-fluoro-benzenesulfonohydrazide BrC=1C(=CC(=C(C1)S(=O)(=O)NN)F)Cl